ethyl 2-(3-formyl-4-hydroxyphenyl)-4-methyl-5-thiazolecarboxylate C(=O)C=1C=C(C=CC1O)C=1SC(=C(N1)C)C(=O)OCC